(2S,3R)-3-((2-amino-6-methylpyridin-4-yl)methyl)-N2-(1-methyl-1H-imidazol-2-yl)-N1-((R)-1-cyclohexylpropyl)-N2-methyl-4-oxoazetidine-1,2-dicarboxamide NC1=NC(=CC(=C1)C[C@@H]1[C@H](N(C1=O)C(=O)N[C@H](CC)C1CCCCC1)C(=O)N(C)C=1N(C=CN1)C)C